COC(=O)C=1N(C2=CC(=CC=C2C1)NC(C1=C(C=CC(=C1)CNC(C(C)C)=O)Cl)=O)C.CC1=C(C=CC(=C1)C)S(=O)C1=C(C=CC=C1)N1CCN(CC1)C1=C(C=CC=C1)S(=O)C1=C(C=C(C=C1)C)C 1,4-bis(2-((2,4-dimethylphenyl)sulfinyl)phenyl)piperazine methyl-6-(2-chloro-5-(isobutyramidomethyl)benzamido)-1-methyl-1H-indole-2-carboxylate